(2-((3-fluorophenyl)amino)-6-(phenylcarbamoyl)pyridin-4-yl)carbamic acid tert-butyl ester C(C)(C)(C)OC(NC1=CC(=NC(=C1)C(NC1=CC=CC=C1)=O)NC1=CC(=CC=C1)F)=O